O=C1N(CCC(N1)=O)C=1C=C(C=CC1C(=O)O)C 3-(2,4-dioxotetrahydropyrimidin-1(2H)-yl)-4-Toluic acid